N-(3-((3-(8-methoxy-9H-purin-6-yl)pyridin-2-yl)amino)-4-methylphenyl)-4-(trifluoromethyl)picolinamide COC=1NC2=NC=NC(=C2N1)C=1C(=NC=CC1)NC=1C=C(C=CC1C)NC(C1=NC=CC(=C1)C(F)(F)F)=O